NCC1C(C1)COC1=C(C=C(\C=C/2\C(C(=C(S2)NC2=CC=CC=C2)C(=O)OCC)=O)C=C1)O ethyl rel-(Z)-5-(4-((2-(aminomethyl)cyclopropyl)methoxy)-3-hydroxybenzylidene)-4-oxo-2-(phenylamino)-4,5-dihydrothiophene-3-carboxylate